NC1=C(C=C(C=N1)\C=C\1/OCCC(C1=O)CC=1C=CC2=C(N=CS2)C1)C (Z)-2-((6-amino-5-methylpyridin-3-yl)methylene)-4-(benzo[d]thiazol-5-ylmethyl)dihydro-2H-pyran-3(4H)-one